6-(1-(4-methoxyphenyl)ethyl)-2-phenyl-3-(piperidin-1-yl)-5-(pyridin-2-ylamino)pyrazolo[1,5-a]pyrimidin-7(4H)-one COC1=CC=C(C=C1)C(C)C1=C(NC=2N(C1=O)N=C(C2N2CCCCC2)C2=CC=CC=C2)NC2=NC=CC=C2